ClC1=CC(=C(S1)C1=CC=C(C(=N1)C)O[C@@H]1C[C@H](CCC1)C(=O)O)CNC1=NC=CC(=N1)OCCCF (1S,3S)-3-((6-(5-chloro-3-(((4-(3-fluoropropoxy)pyrimidin-2-yl)amino)methyl)thiophen-2-yl)-2-methylpyridin-3-yl)oxy)cyclohexane-1-carboxylic acid